C(C)C1=CC=2C(=NC=CC2)N1 Ethyl-pyrrolo[2,3-b]pyridin